(R)-N-(4-((2,4-dimethoxybenzyl)(methyl)amino)butan-2-yl)-5-(4-(trifluoromethyl)phenoxy)-2-naphthamide COC1=C(CN(CC[C@@H](C)NC(=O)C2=CC3=CC=CC(=C3C=C2)OC2=CC=C(C=C2)C(F)(F)F)C)C=CC(=C1)OC